hydroxybenzoic acid oxygen [O].OC1=C(C(=O)O)C=CC=C1